BrC1=CN(C2=NC=C(C=C21)C(=O)NC(C(O)C2=C(C=CC(=C2)F)C)(C)C)C 3-bromo-N-(1-(5-fluoro-2-methylphenyl)-1-hydroxy-2-methylpropan-2-yl)-1-methyl-1H-pyrrolo[2,3-b]pyridine-5-carboxamide